cis-3-[(3-chloro-5-fluorobenzyl)oxy]-N-{2-fluoro-3-[6-oxo-4-(trifluoromethyl)-1,6-dihydropyrimidine-2-yl]-4-(trifluoromethyl)benzyl}cyclobutane-1-carboxamide ClC=1C=C(CO[C@H]2C[C@H](C2)C(=O)NCC2=C(C(=C(C=C2)C(F)(F)F)C=2NC(C=C(N2)C(F)(F)F)=O)F)C=C(C1)F